O.P(=O)(O)(O)O.N[C@@H](CC(=O)N1CC=2N(CC1)C(=NN2)C(F)(F)F)CC2=C(C=C(C(=C2)F)F)F (3R)-3-Amino-1-[3-(trifluoromethyl)-5,6-dihydro[1,2,4]triazolo[4,3-a]pyrazin-7(8H)-yl]-4-(2,4,5-trifluorophenyl)butan-1-one monophosphate monohydrate